2-(4-(1H-pyrazol-1-yl)phenyl)cyclobutane-1-one N1(N=CC=C1)C1=CC=C(C=C1)C1C(CC1)=O